FC1=C(C=CC(=C1)F)C1=CC(=NO1)C(=O)NCC(C)(C1=NC=CC=C1)C=1C=NN(C1)C 5-(2,4-difluorophenyl)-N-[2-(1-methylpyrazol-4-yl)-2-(2-pyridyl)propyl]isoxazole-3-carboxamide